BrC1=CC(=C(C(=O)NNC(OC(C)(C)C)=O)C=C1)F tert-Butyl N-[(4-bromo-2-fluoro-benzoyl)amino]carbamate